CN1C(=NN=C1)CC1(COC1)C=1C=C(C=O)C=CC1 3-(3-((4-methyl-4H-1,2,4-triazol-3-yl)methyl)oxetan-3-yl)benzaldehyde